[C-]#N.C(CCCCCCCCCCC)[NH+]1C=C(C=C1)CCC 1-Dodecyl-3-propylpyrrolium cyanid